ethylcarbodiimide C(C)N=C=N